tert-Butyl pyrrolo[1,2-b]pyridazine-3-carbamate N=1N2C(C=C(C1)NC(=O)OC(C)(C)C)=CC=C2